N2-tert-butyl-9-(2-(pyrrolidin-3-yl)ethyl)-N8-(3-(trifluoromethyl)phenyl)-9H-purine-2,8-diamine C(C)(C)(C)NC1=NC=C2N=C(N(C2=N1)CCC1CNCC1)NC1=CC(=CC=C1)C(F)(F)F